P(=O)(OC1=CC=CC=C1)(F)F phenyl difluorophosphate